[5-[3-[2-[[3-(3-pyridyl)cyclohexyl]amino]-1,3-benzothiazol-7-yl]phenyl]-2-furyl]phosphonic acid N1=CC(=CC=C1)C1CC(CCC1)NC=1SC2=C(N1)C=CC=C2C=2C=C(C=CC2)C2=CC=C(O2)P(O)(O)=O